FC1=C(C(=C(C(=C1F)S)F)F)C(C)=O 1-(2,3,5,6-Tetrafluoro-4-mercaptophenyl)ethan-1-on